[NH4+].C1(=CC=CC=C1)OC=CC propenyl phenyl ether ammonium salt